N-(3-(6-((2,6-Dioxopiperidin-3-yl)oxy)pyridin-2-yl)prop-2-yn-1-yl)-5-(8-(7-isopropyl-1,3-dimethyl-2-oxo-2,3-dihydro-1H-benzo[d]imidazol-5-yl)isoquinolin-3-yl)picolinamide O=C1NC(CCC1OC1=CC=CC(=N1)C#CCNC(C1=NC=C(C=C1)C=1N=CC2=C(C=CC=C2C1)C1=CC2=C(N(C(N2C)=O)C)C(=C1)C(C)C)=O)=O